C(C)SC=1C=C(C(=NC1OC)CC(C)N)OC 1-(5-(ethylthio)-3,6-dimethoxypyridin-2-yl)propan-2-amine